C(C)N(S(=O)(=O)C1=CC=C2CCNCC2=C1)[C@@H](C)C1=CC=CC=C1 (S)-N-ethyl-N-(1-phenylethyl)-1,2,3,4-tetrahydroisoquinoline-7-sulfonamide